BrC=1C=CC(=NC1)N(C)C 5-bromo-N,N-dimethylpyridin-2-amine